isobutyryl-acetone oxime C(C(C)C)(=O)CC(C)=NO